15-chloro-21-fluoro-16-methoxy-11-oxa-18λ6-thia-19-azatetracyclo[18.3.1.113,17.02,7]pentacosa-1(24),2(7),3,5,13,15,17(25),20,22-nonaene 18,18-dioxide ClC=1C=C2COCCCC=3C=CC=CC3C=3C=CC(=C(NS(C(C1OC)=C2)(=O)=O)C3)F